2-[(1R,3R)-3-[(2S,3S)-2-{[(2R)-1-[(tert-Butoxy)carbonyl]piperidin-2-yl]formamido}-N-hexyl-3-methylpentanamido]-1-ethoxy-4-methylpentyl]-1,3-thiazole-4-carboxylic acid C(C)(C)(C)OC(=O)N1[C@H](CCCC1)C(=O)N[C@H](C(=O)N(CCCCCC)[C@H](C[C@@H](OCC)C=1SC=C(N1)C(=O)O)C(C)C)[C@H](CC)C